(3S)-3-ethyl-5-fluoro-2-(2-oxatricyclo[3.3.1.13,7]decan-1-ylmethyl)-3,4-dihydro-1H-isoquinoline-7-carbohydroxamic acid C(C)[C@@H]1N(CC2=CC(=CC(=C2C1)F)C(=O)NO)CC12OC3CC(CC(C1)C3)C2